tert-butyl N-[2-[2-[2-[2-(2-aminoethoxy)ethoxy]-ethoxy]ethoxy]-ethyl]carbamate NCCOCCOCCOCCOCCNC(OC(C)(C)C)=O